COC1=C(C(C(C1(F)F)(F)F)(F)F)F 1-methoxy-2,3,3,4,4,5,5-heptafluorocyclopentene